ClC1=C(C=CC=C1C=1C=NC(=C(C1)F)N1C2(CCC2)CCC1=O)C1C(NC(CC1)=O)=O 3-(2-chloro-3-(5-fluoro-6-(6-oxo-5-azaspiro[3.4]octan-5-yl)pyridin-3-yl)phenyl)piperidine-2,6-dione